3-(8-formyl-7-hydroxy-6-methoxy-4-(methoxymethyl)-2-oxo-2H-chromen-3-yl)-N-(2-methoxyethyl)propionamide C(=O)C=1C(=C(C=C2C(=C(C(OC12)=O)CCC(=O)NCCOC)COC)OC)O